C1(=CC=CC=C1)[PH2]=O PHENYLPHOSPHINE OXIDE